S1C2=C(C=C1)C(=CC=C2)N2CCN(CC2)CCCCOC2=CC=C1CCC(N(C1=C2)COC(C(CC(C)C)N)=O)=O 2-Amino-4-methylpentanoic acid 7-[4-(4-benzo[b]thiophen-4-ylpiperazin-1-yl)butoxy]-2-oxo-3,4-dihydro-2H-quinolin-1-ylmethyl ester